D-inositol C1(C(C(C(C(C1O)O)O)O)O)O